4-chloro-5-{[(2S)-2-(2-methoxyphenyl)pyrrolidin-1-yl]carbonyl}-1H-pyrazole ClC=1C=NNC1C(=O)N1[C@@H](CCC1)C1=C(C=CC=C1)OC